1,3,5-tris(2-bromoethyl)-1,3,5-triazacyclohexane-2,4,6-trione BrCCN1C(N(C(N(C1=O)CCBr)=O)CCBr)=O